[2-[2-[tert-butyl-(dimethyl)silyl]oxyethyl]-4-iodo-5-(methoxymethyl)pyrazol-3-yl]methanol C(C)(C)(C)[Si](OCCN1N=C(C(=C1CO)I)COC)(C)C